2-phenoxy-ethyl (phenoxy ethyl isobutyrate) O(C1=CC=CC=C1)CCC(C(=O)OCCOC1=CC=CC=C1)(C)C